C(=O)(OC(C)(C)C)NCC[B-](F)(F)F.[K+].NC(C(C)C)O amino-2-methyl-1-propanol potassium [2-(Boc-amino)ethyl]trifluoroborate